C1(CCCC1)C(=O)N1CCN(CC1)CC1=C(C(=CC=C1)NC=1SC(=C(N1)C)C(C)O)C cyclopentyl-(4-(3-((5-(1-hydroxyethyl)-4-methylthiazol-2-yl)amino)-2-methylbenzyl)piperazin-1-yl)methanone